2-((1R,2R)-2-aminocyclopentyl)-5-chloro-3-phenyl-N-(thiophen-2-ylmethyl)thieno[3,2-b]pyridin-7-amine N[C@H]1[C@@H](CCC1)C1=C(C2=NC(=CC(=C2S1)NCC=1SC=CC1)Cl)C1=CC=CC=C1